3-((4-phenoxybenzyl)amino)propan-1-ol O(C1=CC=CC=C1)C1=CC=C(CNCCCO)C=C1